C(C1=CC=CC=C1)NC=C N-benzyl-vinylamine